isopropyl 1-((((1-((3-chloro-4-fluorophenyl) carbamoyl)-2-methyl-2,4,5,6-tetrahydrocyclopenta[c]pyrrol-4-yl) carbamoyl) oxy) methyl)-3,3-difluorocyclobutane-1-carboxylate ClC=1C=C(C=CC1F)NC(=O)C=1N(C=C2C1CCC2NC(=O)OCC2(CC(C2)(F)F)C(=O)OC(C)C)C